6-(6-aminopyridin-3-yl)-3-(3,3-difluoropyrrolidin-1-yl)-5-methyl-2-phenylpyrazolo[1,5-a]pyrimidin-7(4H)-one NC1=CC=C(C=N1)C1=C(NC=2N(C1=O)N=C(C2N2CC(CC2)(F)F)C2=CC=CC=C2)C